S(=O)(=O)(O)C1=CC=C(C=C1)C1=C2C=CC(C(=C3C=CC(=C(C=4C=CC(=C(C5=CC=C1N5)C5=CC=C(C=C5)S(=O)(=O)O)N4)C4=CC=C(C=C4)S(=O)(=O)O)N3)C3=CC=C(C=C3)S(=O)(=O)O)=N2.[Ni+2] nickel (II) tetrakis(4-sulfophenyl)porphyrin